tetrabutoxyborate C(CCC)O[B-](OCCCC)(OCCCC)OCCCC